tert-Butyl (4-((2-amino-4-carbamoylphenyl)amino)butyl)carbamate NC1=C(C=CC(=C1)C(N)=O)NCCCCNC(OC(C)(C)C)=O